diethylenetri-amine NCCNCCN